(3S,4S)-4-[4-[3-Chloro-4-[1-(5-fluoro-2-pyridyl)-2-hydroxy-ethoxy]pyrazolo[1,5-a]pyridin-6-yl]-5-methyl-triazol-1-yl]-3-hydroxy-piperidine-1-carbonitrile ClC=1C=NN2C1C(=CC(=C2)C=2N=NN(C2C)[C@@H]2[C@H](CN(CC2)C#N)O)OC(CO)C2=NC=C(C=C2)F